2-[4-[5-methyl-3-(2-morpholino-4-pyridyl)-1H-pyrazol-4-yl]phenyl]-8-oxa-2-azaspiro[4.5]decane CC1=C(C(=NN1)C1=CC(=NC=C1)N1CCOCC1)C1=CC=C(C=C1)N1CC2(CC1)CCOCC2